C(C)N1C(C(=CC2=C1N=C(N=C2)N[C@@H]2CNCCC2)C2=C(C(=C(C=C2)NS(=O)(=O)CC2=CC=CC=C2)F)F)=O (S)-N-(4-(8-ethyl-7-oxo-2-(piperidin-3-ylamino)-7,8-dihydropyrido[2,3-d]pyrimidin-6-yl)-2,3-difluorophenyl)-1-phenylmethanesulfonamide